C[C@@H]1CC(=O)C2=C(C3=C(C=CC(=C3O)C4=C(C5=C(C=C4)O[C@@]6([C@@H]([C@@H](CC(=O)C6=C5O)C)OC(=O)C)COC(=O)C)O)O[C@@]2([C@@H]1OC(=O)C)CO)O The molecule is a biaryl that is 5,5',7,7',9,9',10a,10a'-octahydro-6H,6'H-2,2'-bixanthene substituted by acetyloxy groups at C-5 and C-5', (acetyloxy)methyl group at C-10a, hydroxy groups at C-1, C-1', C-8 and C-8', hydroxymethyl group at C-10a', methyl groups at C-6 and C-6' and oxo groups at C-9 and C-9' respectively. A dimeric tetrahydroxanthone derivative isolated from Phomopsis longicolla, it exhibits antibacterial and cytotoxic activities. It has a role as a metabolite, an antimicrobial agent and an antineoplastic agent. It is an acetate ester, a biaryl, a polyphenol, a primary alcohol and a member of xanthones.